2-(o-tolyl)-1H-indole C1(=C(C=CC=C1)C=1NC2=CC=CC=C2C1)C